SC[C@@H]1CN(CCN1)C(=O)OC(C)(C)C tert-Butyl (S)-3-(mercaptomethyl)piperazine-1-carboxylate